2-(5-(3-methylphenyl)-3-(2-methoxyphenyl)-4,5-dihydro-1H-pyrazol-1-yl)-4-methylthiazole CC=1C=C(C=CC1)C1CC(=NN1C=1SC=C(N1)C)C1=C(C=CC=C1)OC